COC(C1=C(C=C(C(=C1)F)C1=CC=CC=2CN(COC21)C(C2=C(C=C(C=C2Cl)N2CC(NCC2)C(F)(F)F)Cl)=O)N2C1COCC2CC1)=O 4-[3-[2,6-Dichloro-4-[3-(trifluoromethyl)piperazin-1-yl]benzoyl]-2,4-dihydro-1,3-benzoxazin-8-yl]-5-fluoro-2-(3-oxa-8-azabicyclo[3.2.1]oct-8-yl)benzoic acid methyl ester